aminosilanetriol N[Si](O)(O)O